1,3-dibutylimidazole C(CCC)N1CN(C=C1)CCCC